C(C)OC1=C(C=CC(=C1)C1=NN=CN1C)NC=1N=CC2=C(N1)C(=NC=C2)NCC(C)(C)OC N2-(2-ethoxy-4-(4-methyl-4H-1,2,4-triazol-3-yl)phenyl)-N8-(2-methoxy-2-methylpropyl)pyrido[3,4-d]pyrimidine-2,8-diamine